(S)-2-((4-(6-((4-Acetyl-2,6-difluorobenzyl)oxy)pyridin-2-yl)piperidin-1-yl)methyl)-1-(oxetan-2-ylmethyl)-1H-benzo[d]imidazole-6-carboxylic acid C(C)(=O)C1=CC(=C(COC2=CC=CC(=N2)C2CCN(CC2)CC2=NC3=C(N2C[C@H]2OCC2)C=C(C=C3)C(=O)O)C(=C1)F)F